C1(=CC=CC=C1)[Si](OC)(OC)C1=CC=CC=C1 Diphenyl-dimethoxysilan